4-(6-((3-Fluoro-5-(1-methyl-1H-pyrazol-4-yl)benzyl)carbamoyl)-7H-purin-8-yl)piperidine-1-carboxylic acid benzyl ester C(C1=CC=CC=C1)OC(=O)N1CCC(CC1)C1=NC2=NC=NC(=C2N1)C(NCC1=CC(=CC(=C1)C=1C=NN(C1)C)F)=O